4-((5-(benzyloxy)-3-fluoro-2-(4-methoxyphenyl)-1H-indol-1-yl)methyl)phenethyl-4-methylbenzenesulfonate C(C1=CC=CC=C1)OC=1C=C2C(=C(N(C2=CC1)CC1=CC=C(CCOS(=O)(=O)C2=CC=C(C=C2)C)C=C1)C1=CC=C(C=C1)OC)F